C(C)(C)(C)OC(=O)NCCC(C1=CC=C(C=C1)C(C)(C)C)C1=NC(=NC(=C1)C1=C(C=CC=C1C)C)N(S(=O)(=O)C=1C=C(C(=O)OC)C=CC1)COC Methyl 3-[[4-[3-(tert-butoxycarbonylamino)-1-(4-tert-butylphenyl)propyl]-6-(2,6-dimethylphenyl)pyrimidin-2-yl]-(methoxymethyl)sulfamoyl]benzoate